2-[4-methyl-2-(trifluoromethyl)pyrimidin-5-yl]sulfonyl-6-(oxan-4-ylmethyl)-2,6-diazaspiro[3.3]heptane CC1=NC(=NC=C1S(=O)(=O)N1CC2(C1)CN(C2)CC2CCOCC2)C(F)(F)F